O=C1NNC(N1C1=CC=[N+](C=C1)CC1=CC=C(C=C1)C[N+](C)(C)C)=O [4-[[4-(3,5-dioxo-1,2,4-triazolidin-4-yl)pyridin-1-ium-1-yl]methyl]phenyl]methyl-trimethyl-ammonium